FC1=CC=C(NC(C(C)C23CC(C2)(C3)NC(=O)C3=[NH+]C(=CC=C3)C)=O)C=C1 N-[3-[2-(4-fluoroanilino)-1-methyl-2-oxo-ethyl]-1-bicyclo[1.1.1]pentanyl]-6-methyl-pyridin-1-ium-2-carboxamide